NCC1(CCN(CC1)C=1N=C(C(=NC1)C#N)C1=C(C(=CC=C1)Cl)Cl)C (4-(aminomethyl)-4-methylpiperidin-1-yl)-3-(2,3-dichlorophenyl)pyrazine-2-carbonitrile